CN(C1=NC(=CC2=CC=CC=C12)C=1C=C2CN(C(C2=CC1)=O)C1C(NC(CC1)=O)=O)C 3-{5-[1-(Dimethylamino)isoquinolin-3-yl]-1-oxo-2,3-dihydro-1H-isoindol-2-yl}piperidine-2,6-dione